pentadecyl (tert-butoxycarbonyl)-L-alaninate C(C)(C)(C)OC(=O)N[C@@H](C)C(=O)OCCCCCCCCCCCCCCC